(S)-alpha-ethyl-2-oxo-1-pyrrolidineacetamide C(C)[C@@H](C(=O)N)N1C(CCC1)=O